C(C)OC(=O)C1=CN=C(O1)C1=CC(=C(C=C1)Cl)F 2-(4-chloro-3-fluorophenyl)oxazole-5-carboxylic acid ethyl ester